C(\C=C/C(=O)O)(=O)O.C(CC=CCC)O mono3-hexen-1-ol maleate